(8S,11R,13S,14S,17R)-17-acetyl-13-methyl-11-(4-(methyl(6-(piperazin-1-yl)hexyl)amino)phenyl)-3-oxo-2,3,6,7,8,11,12,13,14,15,16,17-dodecahydro-1H-cyclopenta[a]phenanthren-17-yl acetate C(C)(=O)O[C@@]1(CC[C@H]2[C@@H]3CCC4=CC(CCC4=C3[C@H](C[C@]12C)C1=CC=C(C=C1)N(CCCCCCN1CCNCC1)C)=O)C(C)=O